N1(CCOCC1)C(CN1CCN(CC1)S(=O)(=O)C1=CC=C(C=C1)NC(=O)NCC=1C=NC=CC1)=O 1-(4-{4-[2-(morpholin-4-yl)-2-oxoethyl]piperazine-1-sulfonyl}phenyl)-3-(pyridin-3-ylmethyl)urea